CC1=C(C(=CC(=C1)C)C)NCCCNC([O-])=O 3-[(2,4,6-trimethylphenyl)amino]propylcarbamate